C1(=CC=CC=C1)CCC(SCCCCCCC(=O)NC=1SC(=C(N1)C1=CC=CC=C1)C(C)=O)=O S-(7-((5-acetyl-4-phenylthiazol-2-yl)amino)-7-oxoheptyl) 3-phenylpropane-thioate